S-Carboxymethyl-L-Methionine Sulfonium Chloride [Cl-].[SH3+].C(=O)(O)C[S+](CC[C@H](N)C(=O)O)C.[Cl-]